BrC1=C(C2=C(N=C(N=C2)Cl)N(C1=O)C1CCCC1)CBr 6-bromo-2-chloro-8-cyclopentyl-5-bromomethyl-pyrido[2,3-d]pyrimidin-7(8H)-one